(2R,4S)-1-tert-butoxycarbonyl-4-methylsulfonyl-pyrrolidine-2-carboxylic acid C(C)(C)(C)OC(=O)N1[C@H](C[C@@H](C1)S(=O)(=O)C)C(=O)O